ClC1=C(C=NN(C1=O)C)N[C@@H]1C[C@@H](CN(C1)C)C1=CC=C(C(=O)N2CCC3(CC2)CCN(CC3)C3=C(C=C(C=C3)C3C(NC(CC3)=O)=O)C(F)(F)F)C=C1 3-[4-[3-[4-[(3R,5R)-5-[(5-chloro-1-methyl-6-oxo-pyridazin-4-yl)amino]-1-methyl-3-piperidyl]benzoyl]-3,9-diazaspiro[5.5]undecan-9-yl]-3-(trifluoromethyl)phenyl]piperidine-2,6-dione